t-amyl peroxybenzoate C(C1=CC=CC=C1)(=O)OOC(C)(C)CC